C(C=C)C=1C2=CC=C(C1)C1=CC=C(C(=C1)CC=C)C1C(COCC3C2O3)O1 5,5'-diallyl-4,4'-biphenyldiglycidyl ether